3-[(5-methyl-1,3,4-thiadiazol-2-yl)oxy]-5-(5-methyl-1,3-thiazol-2-yl)benzoic acid CC1=NN=C(S1)OC=1C=C(C(=O)O)C=C(C1)C=1SC(=CN1)C